benzyl 2-[3-[4-[4-[2-[3-[3-amino-6-(2-hydroxyphenyl)pyridazin-4-yl]-3,8-diazabicyclo[3.2.1]octan-8-yl]pyrimidin-5-yl]-1-piperidyl]cyclohexyl]isoxazol-5-yl]-3-methyl-butanoate NC=1N=NC(=CC1N1CC2CCC(C1)N2C2=NC=C(C=N2)C2CCN(CC2)C2CCC(CC2)C2=NOC(=C2)C(C(=O)OCC2=CC=CC=C2)C(C)C)C2=C(C=CC=C2)O